CN(CCCN1C(=NC2=C1C=C(C=C2)C2=CC(=CC1=CC=CC=C21)O)C2CN(C2)C(C=C)=O)C 1-(3-(1-(3-(dimethylamino)propyl)-6-(3-hydroxynaphthalen-1-yl)-1H-benzo[d]imidazol-2-yl)azetidin-1-yl)prop-2-en-1-one